C(C)(C)OC1=CC=C(C=C1)C(C1=CC=CC=C1)C1(CCC(CC1)C)N (4-isopropoxyphenyl(phenyl)methyl)-4-methylcyclohexanamine